Gamma-glutamyl-valine N[C@@H](CCC(=O)N[C@@H](C(C)C)C(=O)O)C(=O)O